copper salicylaldehyde C(C=1C(O)=CC=CC1)=O.[Cu]